2-(thiophen-2-yl)-4,5-dihydroAzole S1C(=CC=C1)C=1NCCC1